COC=1C(=C(C(=CC1)F)B(C1=C(C(=CC=C1F)OC)F)C1=C(C(=CC=C1F)OC)F)F tris(3-methoxy-2,6-difluorophenyl)boron